CC(C(C(=O)O)N(C=1C2=C(N=C(N1)C1=NC=CC=C1)CCC2)C)C 3-methyl-2-[methyl[2-(pyridin-2-yl)-5H,6H,7H-cyclopenta[d]pyrimidin-4-yl]amino]butanoic acid